3-(3-(6-bromoisoquinolin-4-yl)-6-(2-chloro-4-fluorophenyl)-2,4-dioxo-3,4-dihydrothieno[3,2-d]pyrimidin-1(2H)-yl)propanenitrile BrC=1C=C2C(=CN=CC2=CC1)N1C(N(C2=C(C1=O)SC(=C2)C2=C(C=C(C=C2)F)Cl)CCC#N)=O